CNC(=N)SCC(=O)O methylcarbamimidoylmercapto-ACETIC ACID